N-[(1S)-1-(2,2-dimethylcyclopropyl)-2-[4-(3,5-dimethyl-1H-pyrazol-4-yl)anilino]-2-oxo-ethyl]-2-methyl-pyrazole-3-carboxamide CC1(C(C1)[C@@H](C(=O)NC1=CC=C(C=C1)C=1C(=NNC1C)C)NC(=O)C=1N(N=CC1)C)C